2-(3-(3-((R)-fluoro(4-methyl-4H-1,2,4-triazol-3-yl)methyl)oxetan-3-yl)phenyl)-6-(((S)-3-methoxypyrrolidin-1-yl)methyl)-4-(trifluoromethyl)isoindolin-1-one F[C@H](C1(COC1)C=1C=C(C=CC1)N1C(C2=CC(=CC(=C2C1)C(F)(F)F)CN1C[C@H](CC1)OC)=O)C1=NN=CN1C